4-(4-cyclopropyl-1H-imidazol-1-yl)-5-methylbenzofuran-2-carboxylic acid ethyl ester C(C)OC(=O)C=1OC2=C(C1)C(=C(C=C2)C)N2C=NC(=C2)C2CC2